ClC=1C=C(C=CC1Cl)C(CN1C(N(C2=C1C=CC=C2)CC2=C(C=C(C=C2)F)C(F)(F)F)=N)O 1-(3,4-dichlorophenyl)-2-(3-(4-fluoro-2-(trifluoromethyl)benzyl)-2-imino-2,3-dihydro-1H-benzo[d]imidazol-1-yl)ethanol